C1=CC=CC=2C3=CC=CC=C3C(C12)COC(=O)N(C(C(=O)OC(C)(C)C)CCC1=CC(=C(C=C1)OC)F)C tert-Butyl 2-((((9H-fluoren-9-yl)methoxy) carbonyl)(methyl)amino)-4-(3-fluoro-4-methoxyphenyl)butanoate